OC=1C2(N3C(=CC=C3C(C1C(=O)NCC(=O)O)=O)C1=CC=C(C=C1)OC)CCCC2 (6'-hydroxy-3'-(4-methoxyphenyl)-8'-oxo-8'H-spiro[cyclopentane-1,5'-indolizine]-7'-carbonyl)glycine